C(C)(C)(C)NCCS 2-(tert-butylamino)ethanethiol